CN1CCC(CC1)C=1C=CC(=NC1)NC1=NC(=NS1)C1=NC=CC=C1C N-(5-(1-methyl-piperidin-4-yl)pyridin-2-yl)-3-(3-methylpyridin-2-yl)-1,2,4-thiadiazol-5-amine